1-[3-hydroxy-2-(5H-imidazo[1,5-b]isoindol-5-yl)-7-azaspiro[3.5]nonan-7-yl]ethanone OC1C(CC12CCN(CC2)C(C)=O)C2N1C(C=3C=CC=CC23)=CN=C1